BrC1=C2C=C(N(C2=C(C(=C1)Cl)Cl)S(=O)(=O)C1=CC=CC=C1)[C@@H](CCO[Si](C)(C)C(C)(C)C)N[S@@](=O)C(C)(C)C (S)-N-((R)-1-(4-bromo-6,7-dichloro-1-(phenyl-sulfonyl)-1H-indol-2-yl)-3-((tert-butyldimethylsilyl)oxy)propyl)-2-methylpropane-2-sulfinamide